Ethyl-vitamin C C(C)[C@]1(C(O)=C(O)C(O1)=O)[C@H](CO)O